O=C(C(=O)O)NCCC1=CC(=CC=C1)C(F)(F)F 2-oxo-2-((3-(trifluoromethyl)phenethyl)amino)acetic acid